2-fluoro-phenylboronic acid FC1=C(C=CC=C1)B(O)O